(8-amino-2-((2,3-difluorophenyl)(hydroxy)methyl)-5-(pyrimidin-4-yl)-[1,2,4]triazolo[1,5-a]pyrazin-6-yl)benzonitrile NC=1C=2N(C(=C(N1)C1=C(C#N)C=CC=C1)C1=NC=NC=C1)N=C(N2)C(O)C2=C(C(=CC=C2)F)F